2-Chloro-5-methyl-2',3',5,5',6',7-hexahydrospiro[imidazo[1,2-e]purine-8,4'-thiopyran] ClC=1N=CC=2N(C=3N(C2N1)C1(CCSCC1)CN3)C